tert-butyl (4-(4-(tert-butoxy)-8-fluoro-2-(methylthio)-6-(trifluoromethyl)quinazolin-7-yl)-5-fluorobenzo[b]thiophen-2-yl)carbamate C(C)(C)(C)OC1=NC(=NC2=C(C(=C(C=C12)C(F)(F)F)C1=C(C=CC=2SC(=CC21)NC(OC(C)(C)C)=O)F)F)SC